N-([1,1'-biphenyl]-4-yl)-9,9-diphenyl-N-(4-(triphenylsilyl)phenyl)-9H-fluoren-2-amine C1(=CC=C(C=C1)N(C1=CC=2C(C3=CC=CC=C3C2C=C1)(C1=CC=CC=C1)C1=CC=CC=C1)C1=CC=C(C=C1)[Si](C1=CC=CC=C1)(C1=CC=CC=C1)C1=CC=CC=C1)C1=CC=CC=C1